6-(2,3-bis(5-methanesulfonyl-2-1,3,4-oxadiazolyl)propionamido)hexanoic acid CS(=O)(=O)C1=NN=C(O1)C(C(=O)NCCCCCC(=O)O)CC=1OC(=NN1)S(=O)(=O)C